N-(2'-chloro-2-fluorobiphenyl-3-yl)-2-(isopropylamino)acetamide ClC1=C(C=CC=C1)C1=C(C(=CC=C1)NC(CNC(C)C)=O)F